2'-chloro-N-(5-(4-chloro-2-methoxybenzoyl)-5,6-dihydro-4H-pyrrolo[3,4-d]thiazol-2-yl)-5'-methoxy-6-methyl-[4,4'-bipyridine]-3-carboxamide ClC1=NC=C(C(=C1)C1=C(C=NC(=C1)C)C(=O)NC=1SC2=C(N1)CN(C2)C(C2=C(C=C(C=C2)Cl)OC)=O)OC